C(C)N(C1=CC=C(C=N1)C1=NC=2N(C(N(C(C2N1)=O)CCCN1C(CCC1)=O)=O)CCC)C(=O)C=1C=NC(=CC1)F 8-{6-[N-(ethyl)[6-fluoro-3-pyridinyl]carbonylamino]-3-pyridinyl}-1-[3-(2-oxo-1-pyrrolidinyl)propyl]-3-propylxanthine